2-Chloro-6-methyl-4-(2,4,6-trifluorophenyl)pyridine-3-carbonitrile ClC1=NC(=CC(=C1C#N)C1=C(C=C(C=C1F)F)F)C